C1(=CC=CC=C1)[C@@H]1N=C(N(C1)C1=CC=CC=C1)C1=C(C=CC=C1)[N+](=O)[O-] 2-[(4S)-4-phenyl-N-phenyl-2-imidazolinyl]nitrobenzene